N1N=CC(=CC1)S(=O)(=O)N 1,6-dihydropyridazine-4-sulfonamide